Bicyclo[11.3.0]hexadecane C12CCCCCCCCCCCC2CCC1